4-(2,2-dimethyl-5-nitro-2,3-dihydrobenzofuran-6-yl)pyridine CC1(OC2=C(C1)C=C(C(=C2)C2=CC=NC=C2)[N+](=O)[O-])C